C(C)[C@H]1C(NCC12CCN(CC2)C=2N=C(C(=NC2)C#N)C=2C=NN(C2)C)=O |r| racemic-5-(4-Ethyl-3-oxo-2,8-diazaspiro[4.5]decan-8-yl)-3-(1-methyl-1H-pyrazol-4-yl)pyrazine-2-carbonitrile